NC1(CCN(CC1)C(=O)C=1OC(=CC1)S(=O)(=O)C1=CC=C(C)C=C1)C (4-amino-4-methylpiperidin-1-yl)(5-(p-toluenesulfonyl)furan-2-yl)methanone